C(C=C(C)CCC=C(C)CCC=C(C)C)N1C(CCCCC1)=O 1-farnesyl-azepan-2-one